N1(CCCCC1)CCOC1=CC=C(C(=O)Cl)C=C1 4-(2-(piperidin-1-yl)ethoxy)benzoyl chloride